FC=1C=C2C=C(C=NC2=CC1)CC(N1[C@@H]2C3=C([C@@H](CC1)C2)C=CC=C3)=O 6-fluoro-3-(2-oxo-2-((1S,5S)-1,3,4,5-tetrahydro-2H-1,5-methanobenzo[c]azepin-2-yl)ethyl)quinolin